C1(=CC=CC=C1)CCCCNC(=O)N1C=NC(=C1)C1=CC=C(C=C1)OCC1=CC=NC=C1 N-(4-phenylbutyl)-4-(4-(pyridin-4-ylmethoxy)phenyl)-1H-imidazole-1-carboxamide